N-(2,4-Difluorophenyl)-3-(7-fluoro-1-methyl-4-oxo-pyrazolo[4,3-c]quinolin-5-yl)propanamide FC1=C(C=CC(=C1)F)NC(CCN1C(C2=C(C=3C=CC(=CC13)F)N(N=C2)C)=O)=O